N-(1-methylcyclopropyl)-3-(5-methyl-1,3,4-thiadiazol-2-yl)-2-oxo-1-[2-(1-piperidinyl)ethyl]benzimidazole-5-sulfonamide CC1(CC1)NS(=O)(=O)C1=CC2=C(N(C(N2C=2SC(=NN2)C)=O)CCN2CCCCC2)C=C1